(R)-5-(1-(3,5-dichloropyridin-4-yl)ethoxy)-3-(6-(3-(trifluoromethyl)azetidin-1-yl)pyridin-3-yl)-1H-indazole ClC=1C=NC=C(C1[C@@H](C)OC=1C=C2C(=NNC2=CC1)C=1C=NC(=CC1)N1CC(C1)C(F)(F)F)Cl